ON=C1CN(CN(C1)C)C 5-(hydroxyimino)-1,3-dimethylpyrimidine